methyl ((6-((3-((5-ethyl-2-methoxyphenyl)sulfonamido)-4-methoxybenzo[d]isoxazol-6-yl)oxy)pyridin-3-yl)methyl)carbamate C(C)C=1C=CC(=C(C1)S(=O)(=O)NC1=NOC2=C1C(=CC(=C2)OC2=CC=C(C=N2)CNC(OC)=O)OC)OC